tert-Butyl 4-(5-carbamoyl-2-{[(2E)-4-[(4-carbamoyl-2-methoxy-6-nitrophenyl)amino]but-2-en-1-yl]amino}-3-nitrophenoxy)butanoate C(N)(=O)C=1C=C(C(=C(OCCCC(=O)OC(C)(C)C)C1)NC\C=C\CNC1=C(C=C(C=C1[N+](=O)[O-])C(N)=O)OC)[N+](=O)[O-]